C(C)(=O)C1=C2C3(C(N(C2=CC=C1)C)=O)CC3 4'-acetyl-1'-methylspiro[cyclopropane-1,3'-indolin]-2'-one